N-[(1S)-5-[2-(2-aminopyridin-3-yl)-5-(1H-imidazol-2-yl)imidazo[4,5-b]pyridin-3-yl]-2,3-dihydro-1H-inden-1-yl]-3-formyl-4-hydroxybenzamide NC1=NC=CC=C1C1=NC=2C(=NC(=CC2)C=2NC=CN2)N1C=1C=C2CC[C@@H](C2=CC1)NC(C1=CC(=C(C=C1)O)C=O)=O